2-((S)-1-acryloyl-4-(2'-(((S)-1-methylpyrrolidin-2-yl)methoxy)-8'-oxo-1,3,5',8'-tetrahydro-6'H-spiro[indene-2,7'-quinazolin]-4'-yl)piperazin-2-yl)acetonitrile C(C=C)(=O)N1[C@H](CN(CC1)C1=NC(=NC=2C(C3(CCC12)CC1=CC=CC=C1C3)=O)OC[C@H]3N(CCC3)C)CC#N